OC(CC)C1=CC(=C(C=N1)C=1C=NC2=CC(=NC=C2C1)NC(=O)C1CC1)C N-(3-[6-[1-hydroxypropyl]-4-methylpyridin-3-yl]-1,6-naphthyridin-7-yl)cyclopropanecarboxamide